2-cyclopropyl-3,7-dimethyl-6,7-dihydro-5H-cyclopenta[b]pyridin-4-amine C1(CC1)C1=C(C(=C2C(=N1)C(CC2)C)N)C